3-[4-chloro-5-methyl-3-(trifluoromethyl)pyrazol-1-yl]-N-(2,3-dihydro-1,4-benzodioxin-6-yl)-N-methyl-benzamide ClC=1C(=NN(C1C)C=1C=C(C(=O)N(C)C2=CC3=C(OCCO3)C=C2)C=CC1)C(F)(F)F